9-bromo-7-chloro-2,3,4,5-tetrahydro-1H-benzo[c]azepine BrC1=CC(=CC2=C1CNCCC2)Cl